NC=1C=C(C(=O)O)C=C(C1)N.C=C ethylene 3,5-diaminobenzoate